C(C)N1N=C(C2=C1C(NCC1(CCOCC1)C2)=O)C[C@H](COC(C2=CC(=CC=C2)C(=O)N2CCN(CC2)C)=O)C 3-(4-Methylpiperazine-1-carbonyl)benzoic acid [(2R)-3-(1-ethyl-8-oxo-spiro[6,7-dihydro-4H-pyrazolo[3,4-c]azepin-5,4'-tetrahydropyran]-3-yl)-2-methyl-propyl] ester